BrC(C(CCC(=O)OC)(F)F)(F)F methyl 5-bromo-4,4,5,5-tetrafluoropentanoate